C1(=CC=C(C=C1)[C@H]([C@@H](C(=O)OCC)F)O)C1=CC=CC=C1 ethyl (2S,3R)-3-([1,1'-biphenyl]-4-yl)-2-fluoro-3-hydroxypropionate